methyl 2-[4-(azetidin-3-yl)piperazin-1-yl]acetate N1CC(C1)N1CCN(CC1)CC(=O)OC